CC1=C(C2=CC=CC=C2C(=C1)C(=O)O)C(=O)O 2-methyl-naphthalene-1,4-dicarboxylic acid